2-((2R,4S)-2-(6-(benzyloxy)pyridin-3-yl)tetrahydro-2H-pyran-4-yl)-7-methyl-4-(3-(trifluoromethyl)bicyclo[1.1.1]pentan-1-yl)pyrido[2,3-d]pyrimidine-6-carbonitrile C(C1=CC=CC=C1)OC1=CC=C(C=N1)[C@@H]1OCC[C@@H](C1)C=1N=C(C2=C(N1)N=C(C(=C2)C#N)C)C21CC(C2)(C1)C(F)(F)F